N-[(2-Amino-3-pyridyl)sulfonyl]-6-(2-methoxy-3-pyridyl)-2-[(4S)-2,2,4-trimethylpyrrolidin-1-yl]pyridin-3-carboxamid NC1=NC=CC=C1S(=O)(=O)NC(=O)C=1C(=NC(=CC1)C=1C(=NC=CC1)OC)N1C(C[C@@H](C1)C)(C)C